FC(C1=CC(=NN1CC(=O)O)C1=NC(=NO1)C1(CC1)C1=C(C=CC=C1)C)F 2-(5-(difluoromethyl)-3-(3-(1-(o-tolyl)cyclopropyl)-1,2,4-oxadiazol-5-yl)-1H-pyrazol-1-yl)acetic acid